ethyl 2-bromo-5-phenylpyrazolo[1,5-a]pyrimidine-6-carboxylate BrC1=NN2C(N=C(C(=C2)C(=O)OCC)C2=CC=CC=C2)=C1